(S)-3-(BOC-amino)-4-(4-fluorophenyl)butanoic acid C(=O)(OC(C)(C)C)N[C@H](CC(=O)O)CC1=CC=C(C=C1)F